C(#N)C1=C(C(=O)O)C=CC(=C1)C(=O)O (cyano)terephthalic acid